NCCCCCCCCNC=1C=C2C(N(C(C2=CC1)=O)C1C(NC(CC1)=O)=O)=O 5-((8-Aminooctyl)amino)-2-(2,6-dioxopiperidin-3-yl)isoindoline-1,3-dione